COC1(CC=C(C(=O)C2=CC=CC=C2)C=C1)OC 4,4-dimethoxybenzophenone